di(2-ethyl-hexyl) succinate C(CCC(=O)OCC(CCCC)CC)(=O)OCC(CCCC)CC